ethyl 2-[3-(2-methyl-6-{1-methyl-5-[(oxan-2-yloxy)methyl]-1H-1,2,3-triazol-4-yl}pyridin-3-yl)cyclohexyl]acetate CC1=NC(=CC=C1C1CC(CCC1)CC(=O)OCC)C=1N=NN(C1COC1OCCCC1)C